hydroxydihydroflavanol OC1(OC2=CC=CCC2CC1O)C1=CC=CC=C1